C1(CC1)C=1C(=C2C(C(N(C2=C(C1)F)CC(=O)N[C@@H](C(CC(=O)O)(C)C)C)=O)(C)C)F (R)-4-(2-(5-cyclopropyl-4,7-difluoro-3,3-dimethyl-2-oxoindolin-1-yl)acetamido)-3,3-dimethylpentanoic acid